6-(1-(3-(1H-1,2,3-triazol-1-yl)propanoyl)-1,2,5,6-tetrahydropyridin-3-yl)-4-(4,5-difluoro-2-methoxyphenyl)-7-fluoro-1H-indole-2-carboxylic acid N1(N=NC=C1)CCC(=O)N1CC(=CCC1)C1=CC(=C2C=C(NC2=C1F)C(=O)O)C1=C(C=C(C(=C1)F)F)OC